(2S,4aR,6'R,8aR)-6'-(4,7-dimethyloct-6-en-1-yl)-4-(hydroxymethyl)-7-methyl-3',4a,4',5',6',8a-hexahydrospiro[chromene-2,2'-pyran]-6(5H)-one CC(CCC[C@@H]1CCC[C@]2(O1)O[C@@H]1C=C(C(C[C@@H]1C(=C2)CO)=O)C)CC=C(C)C